O1C(=NC2=C1C=CC=C2)C2=CC=C(C=C2)NC2=CC=CC=C2 {4-(benzoxazol-2-yl)phenyl}phenylamine